7-(2,4-difluorophenyl)-8-(((s)-3-hydroxy-2-methoxypropyl)thio)-6-(trifluoromethyl)quinazoline-2,4(1H,3H)-dione FC1=C(C=CC(=C1)F)C1=C(C=C2C(NC(NC2=C1SC[C@H](CO)OC)=O)=O)C(F)(F)F